C1(CCC1)NC1=NC(=CC(=C1)C(=O)NCC(CN1CC=2NC3=CC=CC=C3C2CC1)O)N1CCN(CC1)C 2-(Cyclobutylamino)-N-(2-hydroxy-3-{1H,2H,3H,4H,9H-pyrido[3,4-b]indol-2-yl}propyl)-6-(4-methylpiperazin-1-yl)pyridin-4-carboxamid